(methylenedi-p-phenylene)-bismaleimide C(C1=CC=C(C=C1)C=1C(=O)NC(C1)=O)C1=CC=C(C=C1)C=1C(=O)NC(C1)=O